N(=C=O)CCC(C(C([O-])=O)(N=C=O)CCN=C=O)CCC(CCCC)(N=C=O)N=C=O 2-isocyanatoethyl-2,6-diisocyanatoethyl-2,6-diisocyanatocaprate